BrC1=C(OCC(=O)N)C=CC=C1Cl 2-(2-bromo-3-chloro-phenoxy)acetamide